4-((3-fluoro-4-methoxybenzyl)(2-(2-methyl-6,8-dioxa-2-azaspiro[3.5]nonan-7-yl)ethyl)amino)benzonitrile FC=1C=C(CN(C2=CC=C(C#N)C=C2)CCC2OCC3(CN(C3)C)CO2)C=CC1OC